(S)-4-(5-(5-fluoro-2-methoxypyridin-4-yl)-1H-pyrazole-3-carbonyl)-N-((1r,5S,7r)-9-methyl-3-oxa-9-azabicyclo[3.3.1]non-7-yl)-4-azaspiro[2.5]octane-7-carboxamide FC=1C(=CC(=NC1)OC)C1=CC(=NN1)C(=O)N1C2(CC2)C[C@H](CC1)C(=O)NC1C[C@H]2COC[C@@H](C1)N2C